OC=1C(C=CN2N(CN(C(C21)=O)C)C21C(=CC3=CC=CC=C23)CC=2C=CC=CC21)=O 5-hydroxy-1-(indeno[1,2-a]inden-4b(9H)-yl)-3-methyl-2,3-dihydro-1H-pyrido[2,1-f][1,2,4]triazine-4,6-dione